CC1(C=C(C2=CC3=C(C=C2N1C)OC4=CC5=[N+](C(C=C(C5=CC4=C3C6=C(C(=C(C(=C6Cl)SCC(=O)NCCCCCC(=O)ON7C(=O)CCC7=O)Cl)Cl)C(=O)[O-])CS(=O)(=O)[O-])(C)C)C)CS(=O)(=O)[O-])C The molecule is a cationic fluorescent dye derived from a heteropentacyclic ring system. It has a role as a fluorochrome. It is an organic heteropentacyclic compound and an organosulfonate oxoanion.